6-[2,6-dimethyl-5-({1-[2-(trifluoromethoxy)phenyl]-ethyl}carbamoyl)pyridin-3-yl]-N-methyl-1H-indazole-3-carboxamide CC1=NC(=C(C=C1C1=CC=C2C(=NNC2=C1)C(=O)NC)C(NC(C)C1=C(C=CC=C1)OC(F)(F)F)=O)C